CN(CCCN1N=C2C=C(C=CC2=C1C1CCN(CC1)C(C=C)=O)C1=C(C=CC=C1)C(F)(F)F)C 1-(4-(2-(3-(dimethylamino)propyl)-6-(2-trifluoromethylphenyl)-2H-indazol-3-yl)piperidin-1-yl)-2-propen-1-one